5-methoxy-2-propyl-2,3-dihydro-1H-indene COC=1C=C2CC(CC2=CC1)CCC